5-(2-ethylbenzoyl)-3-(1-azabicyclo[5.4.0]undecan-4-yl)-benzothiophene benzoate C(C1=CC=CC=C1)(=O)O.C(C)C1=C(C(=O)C=2C=CC3=C(C(=CS3)C3CCN4CCCCC4CC3)C2)C=CC=C1